N-(4-((3-Chloro-4-fluorophenyl)amino)-2-(naphthalen-2-yl)quinazolin-6-yl)-3,4,5-trimethoxybenzamide ClC=1C=C(C=CC1F)NC1=NC(=NC2=CC=C(C=C12)NC(C1=CC(=C(C(=C1)OC)OC)OC)=O)C1=CC2=CC=CC=C2C=C1